BrC1=C(C=C2C(=NC(=NC2=C1F)OC[C@]12CCCN2C[C@@H](C1)F)N1C[C@H]2CC[C@@H](C1)N2C(=O)OCCCC)Cl butyl (1R,5S)-3-(7-bromo-6-chloro-8-fluoro-2-(((2R,7aS)-2-fluorotetrahydro-1H-pyrrolizin-7a(5H)-yl)methoxy)quinazolin-4-yl)-3,8-diazabicyclo[3.2.1]octane-8-carboxylate